(R)-2-((Tolyloxy)methyl)morpholine-4-carboxylate C1(=C(C=CC=C1)OC[C@H]1CN(CCO1)C(=O)[O-])C